2-[2-(2-sulfanylethoxy)ethoxy]ethanethiol SCCOCCOCCS